2-(4-methoxyphenyl)-1,1-difluoroethylene COC1=CC=C(C=C1)C=C(F)F